C(#N)C1=NC=CC(=C1)CNC(C1=CN=CC(=C1N1CC2(C[C@H](CN2)F)CC1)C1=CC(=CC(=C1)F)F)=O N-[(2-cyano-4-pyridyl)methyl]-4-{(3R)-3-fluoro-1,7-diaza-7-spiro[4.4]nonyl}-5-(3,5-difluorophenyl)nicotinamide